Cl.NC1=NC=CC=C1C1=NC=2C(=NC(=CC2)C2=CC=CC=C2)N1C1=CC=C(CN2CCN(CC2)N)C=C1 4-(4-(2-(2-Aminopyridin-3-yl)-5-phenyl-3H-imidazo[4,5-b]pyridin-3-yl)benzyl)piperazin-1-amine hydrochloride